(2-fluoro-6-(methylthio)phenyl)boric acid FC1=C(C(=CC=C1)SC)OB(O)O